N-(2-Hydroxyethyl)-N,N-dimethyl-N-(2,2'-dihydroxymethylbutyl)-ammonium hydroxide [OH-].OCC[N+](CC(CC)(CO)CO)(C)C